(3S)-3-({5-amino-1-[(5-{[(1S,4S)-5-(2-hydroxyethyl)-2,5-diaza-bicyclo[2.2.1]heptan-2-yl]methyl}-3-methoxypyridin-2-yl)methyl]-1H-pyrazolo[4,3-d]pyrimidin-7-yl}amino)hexan-1-ol NC=1N=C(C2=C(N1)C=NN2CC2=NC=C(C=C2OC)CN2[C@@H]1CN([C@H](C2)C1)CCO)N[C@H](CCO)CCC